COC(=O)C1=CNC2=C(N=C(C=C21)Cl)C 5-chloro-7-methyl-1H-pyrrolo[2,3-c]pyridine-3-carboxylic acid methyl ester